NC1=NC=NN2C1=C(C=C2C=2C=CC(=C(C(=O)N[C@@H]1CN(C[C@@H]1F)C(=O)OCC(F)(F)F)C2)C)CN2CCC(CC2)C(F)(F)F 2,2,2-trifluoroethyl (3R,4S)-3-(5-(4-amino-5-((4-(trifluoromethyl)piperidin-1-yl)methyl)pyrrolo[2,1-f][1,2,4]triazin-7-yl)-2-methylbenzamido)-4-fluoropyrrolidine-1-carboxylate